2-((Boc)amino)hexanoic acid C(=O)(OC(C)(C)C)NC(C(=O)O)CCCC